1-{[2-(trimethylsilyl)ethoxy]methyl}-1H-pyrrolo[2,3-b]pyridine C[Si](CCOCN1C=CC=2C1=NC=CC2)(C)C